(2,6-dichloro-4-fluorophenyl)hydrazine hydrochloride Cl.ClC1=C(C(=CC(=C1)F)Cl)NN